4-chloro-6-methoxy-2-(trifluoromethyl)pyrimidine nitrogen [N].ClC1=NC(=NC(=C1)OC)C(F)(F)F